tert-Butyl 3-(7-bromo-4-(2-ethoxy-1,1-difluoro-2-oxoethoxy)benzo[d]oxazol-2-yl)-3,8-diazabicyclo[3.2.1]octane-8-carboxylate BrC1=CC=C(C=2N=C(OC21)N2CC1CCC(C2)N1C(=O)OC(C)(C)C)OC(C(=O)OCC)(F)F